(E)-1-(2,4-dihydroxy-6-methoxy-3-(5-methyl-2-(prop-1-en-2-yl)hex-4-en-1-yl)phenyl)-3-(2-hydroxyphenyl)prop-2-en-1-one OC1=C(C(=CC(=C1CC(CC=C(C)C)C(=C)C)O)OC)C(\C=C\C1=C(C=CC=C1)O)=O